1-(tert-butyl) 2-methyl (2R,3R)-3-methylazetidine-1,2-dicarboxylate C[C@H]1[C@@H](N(C1)C(=O)OC(C)(C)C)C(=O)OC